C(C)(C)(C)OC(=O)N1CCC(CC1)(OC)C(C)N=[N+]=[N-] 4-(1-azidoethyl)-4-methoxypiperidine-1-carboxylic acid tert-butyl ester